[Te](=O)([O-])F fluorotellurite